[4-(1-hydroxyethyl)phenyl]-4-[2-(2,2,2-trifluoroethoxy)phenyl]-2,3-dihydro-1H-pyrrolo[3,4-c]pyridin-1-one OC(C)C1=CC=C(C=C1)N1CC=2C(=NC=CC2C1=O)C1=C(C=CC=C1)OCC(F)(F)F